CC=1C(=NC=CC1)NC=1SC=C(N1)C1=NC=C(C=C1)S(=O)(=O)C N-(3-methylpyridin-2-yl)-4-(5-(methylsulfonyl)pyridin-2-yl)thiazol-2-amine